(7S,16R)-9-(2,6-difluorophenyl)-16-fluoro-3,7-dimethyl-18-thia-2,4,5,8-tetrazatetracyclo[8.8.0.02,6.011,17]octadeca-1(10),3,5,8,11(17)-pentaene FC1=C(C(=CC=C1)F)C1=N[C@H](C2=NN=C(N2C=2SC=3[C@@H](CCCCC3C12)F)C)C